C(C)(C)OC(=O)C1(OC(C(O1)(F)F)(C(F)(F)F)F)C(F)(F)F 4,4,5-trifluoro-2,5-bis(trifluoromethyl)-1,3-dioxolane-2-carboxylic acid i-propyl ester